2-(4-(7-(3,4-dihydroquinolin-1(2H)-yl)-2-(4-(dimethylamino)piperidin-1-yl)-5,6,7,8-tetrahydroquinazolin-4-yl)-1-(4-(dimethylamino)but-2-enoyl)piperazin-2-yl)acetonitrile N1(CCCC2=CC=CC=C12)C1CCC=2C(=NC(=NC2C1)N1CCC(CC1)N(C)C)N1CC(N(CC1)C(C=CCN(C)C)=O)CC#N